NC(C=CC(=O)O)C=C 4-Amino-2,5-Hexadienoic Acid